OC[C@@H](C(=O)N[C@H](C(C(C(=O)O)(C)C)=O)C(CC)C)NC(CCCCC(C)C)=O (4S)-4-[(2S)-3-Hydroxy-2-(6-methylheptanamido)propanamido]-2,2,5-trimethyl-3-oxoheptanoic acid